N-(4-(5-(6,7-dimethoxy-1,2,3,4-tetrahydroisoquinoline-2-carbonyl)furan-2-yl)phenyl)-4-hydroxybenzoamide COC=1C=C2CCN(CC2=CC1OC)C(=O)C1=CC=C(O1)C1=CC=C(C=C1)NC(C1=CC=C(C=C1)O)=O